Methyl-1,3-phenylendiamin CNC=1C=C(C=CC1)N